N'-(4-(3-chlorophenoxy)phenyl)-3-(difluoromethyl)-1-methyl-1H-pyrazole-4-hydrazide ClC=1C=C(OC2=CC=C(C=C2)NNC(=O)C=2C(=NN(C2)C)C(F)F)C=CC1